Hexamethylenediamine-N,N,N',N'-tetrakis(methylphosphonic Acid) C(CCCN(CP(=O)(O)O)CP(=O)(O)O)CCN(CP(=O)(O)O)CP(=O)(O)O